2-((4-fluoro-2-methylphenyl)-amino)-N-(pyridazin-4-yl)-5-(trifluoromethyl)-benzamide FC1=CC(=C(C=C1)NC1=C(C(=O)NC2=CN=NC=C2)C=C(C=C1)C(F)(F)F)C